CC=1C=C(C=CC1)C=1C=NC2=CC=CC=C2C1 3-(m-methylphenyl)quinoline